(2S)-1-[(3S)-3-[[(3S)-3-amino-3-carboxypropyl]amino]-3-carboxypropyl]azetidine-2-carboxylic acid N[C@@H](CCN[C@@H](CCN1[C@@H](CC1)C(=O)O)C(=O)O)C(=O)O